8-[(1R)-1-[(6-Chloro-2-methyl-3-pyridyl)amino]ethyl]-3,6-dimethyl-2-(3-pyridyl)chromen-4-one ClC1=CC=C(C(=N1)C)N[C@H](C)C=1C=C(C=C2C(C(=C(OC12)C=1C=NC=CC1)C)=O)C